C(C)(C)(C)OC(=O)N1[C@@H](CC(C1)(F)F)CO (S)-4,4-Difluoro-2-hydroxymethyl-pyrrolidine-1-carboxylic acid tert-butyl ester